ethyl 2-(phenylcarbothioyl)-2-phenylacetate C1(=CC=CC=C1)C(=S)C(C(=O)OCC)C1=CC=CC=C1